ClC1=C(C=C(C=C1)C(F)(F)F)NS(=O)(=O)C1=CC(=CC=C1)C(=O)N1C(CC2=CC=CC=C12)C N-(2-chloro-5-(trifluoromethyl)phenyl)-3-(2-methylindoline-1-carbonyl)benzenesulfonamide